2,6-diformyl-4-chlorophenol C(=O)C1=C(C(=CC(=C1)Cl)C=O)O